ClC=1C(=C(C=CC1F)[C@@H](NC(=O)N1[C@@H](C(NCC1)=O)C)[C@@H]1C[C@H](C1)C(F)F)F (2R)-N-((S)-(3-chloro-2,4-difluorophenyl)(trans-3-(difluoromethyl)cyclobutyl)methyl)-2-methyl-3-oxopiperazine-1-carboxamide